ClC1=CC=C(C=C1)[C@@H]1N=C(N[C@@H]1C1=CC=C(C=C1)Cl)C1=C(C=C(C=C1)OC)OC(C)C (4S,5R)-4,5-Bis-(4-chloro-phenyl)-2-(2-isopropoxy-4-methoxy-phenyl)-4,5-dihydro-imidazole